C(C=C)[Si]1(C[Si](C[Si](C1)(C)CC=C)(C)CC=C)C 1,3,5-triallyl-1,3,5-trimethyl-1,3,5-trisilacyclohexane